3-(2-(trifluoro-methoxy)phenyl)isoxazole FC(OC1=C(C=CC=C1)C1=NOC=C1)(F)F